((1s,4s)-4-((6'-chloro-5-((4-methylpiperazin-1-yl)sulfonyl)-[2,3'-bipyridin]-4'-yl)amino)cyclohexyl)methanol ClC1=CC(=C(C=N1)C1=NC=C(C=C1)S(=O)(=O)N1CCN(CC1)C)NC1CCC(CC1)CO